N1=CC=C(C=C1)O[C@@H]1C[C@H](N(C1)C(=O)OC(C)(C)C)C(=O)OC 1-(Tert-butyl) 2-methyl (2S,4R)-4-(pyridin-4-yloxy)pyrrolidine-1,2-dicarboxylate